ClC1=CC=C2C(=N1)C(=NN2C2CCOCC2)C=2C=NN(C2)C(F)(F)F 5-chloro-1-(tetrahydro-2H-pyran-4-yl)-3-(1-(trifluoromethyl)-1H-pyrazol-4-yl)-1H-pyrazolo[4,3-b]pyridine